NC1(CN(CC1)C1=C(C(=CC=C1)Cl)CN1C2=NC=NC(=C2N=C1)N)C(=O)NC1CC1 3-amino-1-(2-((6-amino-9H-purin-9-yl)methyl)-3-chlorophenyl)-N-cyclopropylpyrrolidine-3-carboxamide